2,2-dimethyl-phenylacetic acid ethyl ester C(C)OC(CC1C(C=CC=C1)(C)C)=O